OC1(CC1)COC1=CC=2N(C(=C1)C=1C=NC(=CC1)N1CCC(CC1)OC=1C=NC(=CC1)C)C(=CN2)C#N 7-((1-hydroxycyclopropyl)methoxy)-5-(6-(4-((6-methylpyridin-3-yl)oxy)piperidin-1-yl)pyridin-3-yl)imidazo[1,2-a]pyridine-3-carbonitrile